[Zn].OC=1C=CC=C2C=CC=NC12.OC=1C=CC=C2C=CC=NC12.OC=1C=CC=C2C=CC=NC12 tris(8-hydroxyquinoline) zinc